CN1CCN(CC1)CCC(C(C=C)=C)=C 1-(4-methyl-1-piperazinyl)-3,4-dimethylenehex-5-ene